NC1=CC=CC(=N1)S(=O)(=O)NC(=O)C=1C(=NC=C(C1)C1=CC(=CC(=C1)C)OCC)N1C(CC(C1)C)(C)C N-[(6-Amino-2-pyridyl)sulfonyl]-5-(3-ethoxy-5-methylphenyl)-2-(2,2,4-trimethylpyrrolidin-1-yl)pyridin-3-carboxamid